C(C)(C)(C)OC(=O)N1C[C@@H](CC1)CC=1SC(=CN1)C(=O)OC methyl (S)-2-((1-(tert-butoxycarbonyl)pyrrolidin-3-yl)methyl)thiazole-5-carboxylate